NC1=C(C(=NN1C(C)C)C1=C(C=C(C=C1)CC(=O)NC1=NOC(=C1)C1(CCCC1)C)COC)C(=O)N 5-Amino-1-isopropyl-3-[2-(methoxymethyl)-4-[2-[[5-(1-methylcyclopentyl)isoxazol-3-yl]amino]-2-oxo-ethyl]phenyl]pyrazole-4-carboxamide